3-(1-ACETYLPIPERIDIN-4-YL)-N-(5-CYANO-6-(2H-1,2,3-TRIAZOL-2-YL)PYRIDIN-3-YL)-4-CYCLOPROPYLISOTHIAZOLE-5-CARBOXAMIDE C(C)(=O)N1CCC(CC1)C1=NSC(=C1C1CC1)C(=O)NC=1C=NC(=C(C1)C#N)N1N=CC=N1